(E)-3-benzyl-1-(2-methyl-3-phenylallyl)-4-oxo-4H-pyrido[1,2-a]pyrimidin-1-ium-2-ol C(C1=CC=CC=C1)C1=C([N+](=C2N(C1=O)C=CC=C2)C\C(=C\C2=CC=CC=C2)\C)O